S1(C2=C(OCCN1)C=CC=C2)(=O)=O 3,4-dihydro-2H-benzo[b][1,4,5]Oxathiazepine 1,1-dioxide